C(C)(C)C1=CC=C(CN2N=CC3=CC=C(C=C23)C(=O)O)C=C1 1-(4-Isopropylbenzyl)-1H-indazole-6-carboxylic acid